BrCCCO 3-bromo-propan-1-ol